N1=C(N=CC=C1)CC(=O)[O-] 2-(pyrimidin-2-yl)acetate